FC1=CC=C(C=C1)C1=CC=C(C=C1)OB(O)O (4'-fluoro-[1,1'-biphenyl]-4-yl)boric acid